3-hydroxy-5,5-dimethyl-2-(2-phenoxyacetyl)cyclohex-2-en-1-one OC1=C(C(CC(C1)(C)C)=O)C(COC1=CC=CC=C1)=O